C1(CC1)C=1C(=NC=NC1)OCC(C(=O)[O-])(C)C 3-((5-cyclopropylpyrimidin-4-yl) oxy)-2,2-dimethylpropionate